N[C@H]1CC[C@H](CC1)OC=1C=CC2=C(\C(\C(C=3C(=NC=NC23)N)(C)C)=N/OCCC2=CC=CC=C2)C1 (6Z)-8-(cis-4-aminocyclohexyloxy)-5,5-dimethyl-6-(2-phenylethoxyimino)benzo[h]quinazolin-4-amine